C(C)(C)(C)OC(NC\C=C(\CBr)/F)=O (Z)-(4-bromo-3-fluorobut-2-en-1-yl)carbamic acid tert-butyl ester